N1=CN=C(C=C1)NC1=CC=C2N(CCNC2=O)C1=O 7-(pyrimidin-4-ylamino)-3,4-dihydro-1H-pyrido[1,2-a]pyrazine-1,6(2H)-dione